N1=C(C=CC=C1)CNC=1C2=C(N=CN1)SC=N2 N-[(pyridin-2-yl)methyl]-[1,3]thiazolo[5,4-d]pyrimidin-7-amine